monomethyl-aluminum acetoacetate C(CC(=O)C)(=O)[O-].C[Al+2].C(CC(=O)C)(=O)[O-]